2-methyl-N-[(1,4,5-trimethylimidazol-2-yl)methyl]Propane-2-sulfinamide CC(C)(C)S(=O)NCC=1N(C(=C(N1)C)C)C